4-chloro-7-[2,4-difluoro-6-(2-methoxyethoxy)phenyl]-3-fluoro-thieno[3,2-c]pyridine-6-carboxylic acid ethyl ester C(C)OC(=O)C1=C(C2=C(C(=N1)Cl)C(=CS2)F)C2=C(C=C(C=C2OCCOC)F)F